OC(C(=O)C1=CC=CC=C1)(CC1=CC=C(C=C1)OCCO)C 2-hydroxy-[4'-(2-hydroxyethoxy)phenyl]-2-methyl-propiophenone